FC1(CC2(C1)CC(N(CC2)CC2=C1C=CN(C1=C(C=C2OC)C)C(=O)OC(C)(C)C)C=2C(=NC(=CC2)C(=O)OC)NC(C)C)F tert-Butyl 4-((2,2-difluoro-6-(2-(isopropylamino)-6-(methoxycarbonyl) pyridin-3-yl)-7-azaspiro[3.5]nonan-7-yl)methyl)-5-methoxy-7-methylindole-1-carboxylate